N4-(5-Cyclopropyl-1H-pyrazol-3-yl)-N2-[(3S,4R)-3-fluoro-4-piperidyl]pyrimidine-2,4-diamine C1(CC1)C1=CC(=NN1)NC1=NC(=NC=C1)N[C@H]1[C@H](CNCC1)F